C1(CC1)COC=1C(=CC(=NC1)NC(C)=O)NC1=NC(=CC(=C1)C1=NN(C=C1)C)S(=O)(=O)C N-(5-(cyclopropylmethoxy)-4-((4-(1-methyl-1H-pyrazol-3-yl)-6-(methylsulfonyl)pyridin-2-yl)amino)pyridin-2-yl)acetamide